P(=O)(=O)C=1NC=CC1 phospho-azole